tert-butyl (3R)-3-[(2S)-3-[3-(3-{[(benzyloxy)carbonyl]amino}propoxy)phenyl]-1-(tert-butoxy)-1-oxopropane-2-yl]pyrrolidine-1-carboxylate C(C1=CC=CC=C1)OC(=O)NCCCOC=1C=C(C=CC1)C[C@H](C(=O)OC(C)(C)C)[C@@H]1CN(CC1)C(=O)OC(C)(C)C